[I-].C(C)(=O)OC1=C(C=CC=C1)CCC(=O)OC[N+]1(CCC=C(C1)C1=NSN=C1OCCCCCC)C 1-(((3-(2-Acetoxyphenyl)propanoyl)oxy)methyl)-5-(4-(hexyloxy)-1,2,5-thiadiazol-3-yl)-1-methyl-1,2,3,6-tetrahydropyridin-1-ium iodide